(benzo[b]triphenylen-9-yl)boronic acid C1=CC=CC2=C3C=CC=CC3=C3C(=C4C(=CC3=C12)C=CC=C4)B(O)O